C1(CCC1)N1C(C=C(C=C1)OC=1C=C2CC(COC2=CC1)C=1N(C(=CN1)C1=CC=CC=C1)COCC[Si](C)(C)C)N 1-N-cyclobutyl-4-[3-[5-phenyl-1-(2-trimethylsilylethoxymethyl)imidazol-2-yl]chroman-6-yl]oxy-pyridin-2-amine